C1(=CC=CC=C1)NC1=C(C=CC=C1)N N-Phenyl-o-phenylen-diamin